2-Methyl-2-hydroxy-propan-1-one CC(C=O)(C)O